N-(2-(dimethylamino)-2-(thiophen-3-yl)ethyl)isoindoline-2-carboxamide CN(C(CNC(=O)N1CC2=CC=CC=C2C1)C1=CSC=C1)C